C(#N)C1=CC(=CC(=N1)N1N(C(=C(C1=O)NC(C1=CC=C(C=C1)OC(F)F)=O)C1=C(C=C(C=C1F)OC)F)C)C N-(2-(6-Cyano-4-methylpyridin-2-yl)-5-(2,6-difluoro-4-methoxyphenyl)-1-methyl-3-oxo-2,3-dihydro-1H-pyrazol-4-yl)-4-(difluoromethoxy)benzamide